4-nitro-2-(trifluoromethyl)-benzoic acid [N+](=O)([O-])C1=CC(=C(C(=O)O)C=C1)C(F)(F)F